(S)-4-(3-aminopiperidin-1-yl)-N6'-(2-(dimethylamino)ethyl)-N6-(2-(2-fluoro-6-methoxyphenyl)pyrimidin-4-yl)-[3,3'-bipyridin]-6,6'-diamine N[C@@H]1CN(CCC1)C1=C(C=NC(=C1)NC1=NC(=NC=C1)C1=C(C=CC=C1OC)F)C=1C=NC(=CC1)NCCN(C)C